4-[(1-methylazetidin-3-yl)oxy]aniline CN1CC(C1)OC1=CC=C(N)C=C1